CS(=O)(=NC=1C(=NC=CC1)C)C dimethyl((2-methylpyridin-3-yl)imino)-λ6-sulfanone